(6α)-6-(2,5,8,11,14,17-hexaoxanonadecan-19-yloxy)-17-methylmorphinan-3-ol COCCOCCOCCOCCOCCOCCO[C@@H]1C[C@]23C=4C=C(C=CC4C[C@H]([C@@H]2CC1)N(CC3)C)O